sodium acrylamidosulfonate C(=O)(C=C)NS(=O)(=O)[O-].[Na+]